C(CC)(=O)OC=1C(OC(CC)=O)=CC(=CC1O)CC=C 4-allyl-6-hydroxypyrocatechol dipropionate